N-butyl-pyridine acetate C(C)(=O)O.C(CCC)N1CC=CC=C1